C1(CC1)C(C1(CC(C1)=O)C=C)B1OC(C(O1)(C)C)(C)C 3-(cyclopropyl(4,4,5,5-tetramethyl-1,3,2-dioxaborolan-2-yl)methyl)-3-vinylcyclobutan-1-one